ClCC(=O)N(C(C(=O)NC1CCCCC1)C=1C=NC=CC1)CCC1=C(C=CC=C1)OC 2-[(2-chloroacetyl)-[2-(2-methoxyphenyl)ethyl]amino]-N-cyclohexyl-2-(3-pyridinyl)acetamide